Tert-butyl-5-bromo-2-chloro-6-methoxypyrimidin-4-amine C(C)(C)(C)NC1=NC(=NC(=C1Br)OC)Cl